CN(C(=O)C1N(S(CC1)(=O)=O)C1=NC(=CC(=C1)C(F)(F)F)C)C=1C=C(C=CC1)C N-methyl-2-(6-methyl-4-(trifluoromethyl)pyridin-2-yl)-N-(m-tolyl)isothiazolidine-3-carboxamide 1,1-dioxide